S(=O)(=O)([O-])[O-].[K+].NCCC(=O)O.[K+] beta-alanine potassium sulfate